N-(4-methoxyphenyl)-2-(trifluoromethyl)-1H-imidazo[4,5-b]pyrazin-5-amin COC1=CC=C(C=C1)NC=1N=C2C(=NC1)NC(=N2)C(F)(F)F